(S)-6-fluoro-N-methyl-5-(2-methyl-4-((2-methyl-3-oxo-4H-quinoxalin-6-yl)methyl)piperazin-1-yl)pyridine-2-carboxamide FC1=C(C=CC(=N1)C(=O)NC)N1[C@H](CN(CC1)CC=1C=C2NC(C(=NC2=CC1)C)=O)C